glyceryl oleate C(CCCCCCC\C=C/CCCCCCCC)(=O)OCC(O)CO